5-[5-chloro-1-methylpyrrolo[2,3-c]pyridin-2-yl]-4-methyl-1-[[2-(trimethylsilyl)ethoxy]methyl]indazole ClC=1C=C2C(=CN1)N(C(=C2)C=2C(=C1C=NN(C1=CC2)COCC[Si](C)(C)C)C)C